NC=1C=C(C(=O)N[C@@H]2CC[C@@H](CC2)C(C)(C)CC)C=C(C1)N 3,5-diamino-N-(cis-4-t-pentylcyclohexyl)benzamide